5,7-difluoro-6-iodo-1-methyl-1,3-benzodiazole FC1=CC2=C(N(C=N2)C)C(=C1I)F